FC(C(=O)O)(F)F.FC(C(=O)O)(F)F.N1C(=CC=2C=NC=CC21)CNC([C@H](C)NC(=O)[C@@H]2NC[C@H](C2)CC2=CC(=C(C=C2)F)Cl)=O (2R,4S)-N-((S)-1-(((1H-Pyrrolo[3,2-c]pyridin-2-yl)methyl)amino)-1-oxopropan-2-yl)-4-(3-chloro-4-fluorobenzyl)pyrrolidine-2-carboxamide Di-trifluoroacetate salt